O=C1NC(CCC1N1C(N(C2=C1C=CC(=C2)C2=CC=C(C=C2)CCOCCCN2CCN(CC2)C(=O)OC(C)(C)C)C)=O)=O Tert-butyl 4-[3-[2-[4-[1-(2,6-dioxo-3-piperidyl)-3-methyl-2-oxo-benzimidazol-5-yl]phenyl]ethoxy]propyl]piperazine-1-carboxylate